1,3-bis-(3,5-dibromophenyl)urea BrC=1C=C(C=C(C1)Br)NC(=O)NC1=CC(=CC(=C1)Br)Br